(3Z)-14,14-dihexoxy-3-tetradecene-1-ol C(CCCCC)OC(CCCCCCCCC\C=C/CCO)OCCCCCC